BrCCCCC=1C(=NC(=NC1)SC)C(=O)C1=C(C=C(C=C1)F)O [5-(4-bromobutyl)-2-methylsulfanyl-pyrimidin-4-yl]-(4-fluoro-2-hydroxy-phenyl)methanone